C1(=CC=CC=C1)C(C=1NC=CC1)C=1NC=CC1 2,2'-(phenylmethylene)bis(1H-pyrrole)